8-cyclohexyltetracyclo[4.4.0.12,5.17,10]-3-dodecene C1(CCCCC1)C1C2C3C4C=CC(C3C(C1)C2)C4